4-Cyanobenzyl acrylate C(C=C)(=O)OCC1=CC=C(C=C1)C#N